(5-(1H-pyrazol-4-yl)pyridin-2-yl)spiro[indoline-2,3'-pyrrolidine]-2'-one N1N=CC(=C1)C=1C=CC(=NC1)N1C(C2(CC1)NC1=CC=CC=C1C2)=O